(S)-1-((R)-8-(4'-(1-Aminocyclopropyl)-6-fluorobiphenyl-3-ylsulfonyl)-1-oxa-8-azaspiro-[4.5]decan-3-ylamino)-3-(3-(1-(hydroxymethyl)cyclopropylsulfonyl)phenoxy)propan-2-ol NC1(CC1)C1=CC=C(C=C1)C1=CC(=CC=C1F)S(=O)(=O)N1CCC2(C[C@H](CO2)NC[C@@H](COC2=CC(=CC=C2)S(=O)(=O)C2(CC2)CO)O)CC1